C(C)(C)N(P(OCCC#N)OCCCCCP(=O)(OC)OC)C(C)C 2-cyanoethyl (5-(dimethoxyphosphoryl)pentyl) diisopropylphosphoramidite